(1-(2-(4-fluorobenzyl)-4,7-dihydro-5H-thieno[2,3-c]pyran-3-carboxamido)cyclopropyl)benzoic acid FC1=CC=C(CC2=C(C3=C(COCC3)S2)C(=O)NC2(CC2)C2=C(C(=O)O)C=CC=C2)C=C1